5-((5-(3-hydroxy-3-methylbut-1-ynyl)-6-methoxypyridin-3-yl)oxy)-1H-1,2,3-triazole-4-carboxylic acid OC(C#CC=1C=C(C=NC1OC)OC1=C(N=NN1)C(=O)O)(C)C